N-(7-chloro-6-(1-(4-hydroxy-3-methyltetrahydrofuran-3-yl)piperidin-4-yl)isoquinolin-3-yl)-2-(pyridin-2-yl)cyclopropane-1-carboxamide ClC1=C(C=C2C=C(N=CC2=C1)NC(=O)C1C(C1)C1=NC=CC=C1)C1CCN(CC1)C1(COCC1O)C